FC1=C(C(=O)O)C(=CC(=C1)C1=NC=NC(=C1)NCCN1C(=CC2=CC(=CC(=C12)F)OC)C)CCC 2-Fluoro-4-{6-[2-(7-fluoro-5-methoxy-2-methyl-indol-1-yl)-ethylamino]-pyrimidin-4-yl}-6-propyl-benzoic acid